O=C1NC(CCC1N1C(C2=CC=CC(=C2C1)N([C@H]1C[C@@H](CC1)CNC(OC(C)(C)C)=O)CCCCC)=O)=O tert-butyl (((1R,3R)-3-((2-(2,6-dioxopiperidin-3-yl)-1-oxoisoindolin-4-yl)(pentyl)amino)cyclopentyl)methyl)carbamate